BrC1=CC=2[C@@](C3=CC=CC=C3C2C=C1)(C(=O)N1[C@H]2CC([C@@H]([C@H]1C(=O)N[C@@H](C[C@@H]1C(NCCC1)=O)C#N)CC2)(F)F)O (1R,3S,4R)-2-((S)-2-bromo-9-hydroxy-9H-fluorene-9-carbonyl)-N-((S)-1-cyano-2-((R)-2-oxopiperidin-3-yl)ethyl)-5,5-difluoro-2-azabicyclo[2.2.2]octane-3-carboxamide